(3-trimethoxysilylpropylcarbamoyloxy)ethyl prop-2-enoate C(C=C)(=O)OCCOC(NCCC[Si](OC)(OC)OC)=O